O[C@@H]1C[C@H](CC1)CN(CCCCCCCC(=O)N(CCCCCCCCCC)CCCCCCCCCC)CCCCCCCC(=O)N(CCCCCCCCCC)CCCCCCCCCC 8,8'-((((1S,3S)-3-hydroxycyclopent-yl)methyl)azanedi-yl)bis(N,N-didecyl-octanamide)